tert-butyl (4S)-3-(tert-butylsulfinylamino)-3-methyl-6-azaspiro[3.4]octane-6-carboxylate C(C)(C)(C)S(=O)NC1(CC[C@]12CN(CC2)C(=O)OC(C)(C)C)C